(S)-N-(3-chloro-2-fluorophenyl)-7-((1,3-dimethylpiperidin-3-yl)ethynyl)-6-nitroquinazolin-4-amine ClC=1C(=C(C=CC1)NC1=NC=NC2=CC(=C(C=C12)[N+](=O)[O-])C#C[C@]1(CN(CCC1)C)C)F